(2-(4-(3-(2,6-dioxopiperidin-3-yl)phenyl)-1H-pyrazol-1-yl)ethyl)picolinamide O=C1NC(CCC1C=1C=C(C=CC1)C=1C=NN(C1)CCC=1C(=NC=CC1)C(=O)N)=O